N1=CC(=CC=C1SSC1=CC=C(C=N1)C(=O)O)C(=O)O 6,6'-dithiobis(3-pyridinecarboxylic acid)